O=C1CCC=2C=CC=C(OC=3C(=CC=C(CN4C(=CO1)CN=C4)C3)C#N)C2 18,19-dihydro-19-oxo-5H,17H-6,10:12,16-dimetheno-1H-imidazo[4,3-c][1,11,4]-dioxaazacyclononadecine-9-carbonitrile